6-chloro-N-(3-chloro-4-fluorophenyl)-5-(2-((2-hydroxy-2-methylpropyl)amino)-2-oxoacetyl)-2,3-dihydro-1H-pyrrolizine-7-carboxamide ClC1=C(N2CCCC2=C1C(=O)NC1=CC(=C(C=C1)F)Cl)C(C(=O)NCC(C)(C)O)=O